ClC=1C=CC(=C(C1)O)C=1N=NC(=CC1C(F)F)N1CC[C@H]2[C@@H]1CN(CC2)C |r| 5-chloro-2-[4-(difluoromethyl)-6-[rac-(3aS,7aR)-6-methyl-3,3a,4,5,7,7a-hexahydro-2H-pyrrolo[2,3-c]pyridin-1-yl]pyridazin-3-yl]phenol